ClC1=C(C=CC(=C1)[N+](=O)[O-])S(=O)C 2-chloro-1-methylsulfinyl-4-nitrobenzene